(R)-1-((4S,5R)-4-methyl-2-oxo-5-phenyloxazolidine-3-carbonyl)-6-azaspiro[2.5]Octane-6-carboxylic acid benzyl ester C(C1=CC=CC=C1)OC(=O)N1CCC2(C[C@H]2C(=O)N2C(O[C@@H]([C@@H]2C)C2=CC=CC=C2)=O)CC1